C1(=CC=CC=C1)C1=C(C(=NN=N1)CCC1=NN=NC=C1)C1=CC=CC=C1 diphenyl-ethylenebistriazine